C1(=CC=CC=C1)C=1N=C(SC1)N1C(=NC2=C(C1=O)C=CS2)C(F)(F)F 3-(4-Phenylthiazol-2-yl)-2-(trifluoromethyl)thieno[2,3-d]pyrimidin-4(3H)-one